(2-hydroxypropyl)benzenesulfonamide OC(CC1=C(C=CC=C1)S(=O)(=O)N)C